FC=1C(=NC=C(C1)F)C(C)N(C(OC(C)(C)C)=O)C tert-butyl (1-(3,5-difluoropyridin-2-yl)ethyl)(methyl)carbamate